N-(4-hydroxyphenyl)sulfonyl-6-[3-[[1-(trifluoromethyl)cyclopropyl]methoxyl]pyrazol-1-yl]-2-[(4S)-2,2,4-trimethylpyrrolidin-1-yl]pyridine-3-carboxamide OC1=CC=C(C=C1)S(=O)(=O)NC(=O)C=1C(=NC(=CC1)N1N=C(C=C1)OCC1(CC1)C(F)(F)F)N1C(C[C@@H](C1)C)(C)C